ClC1=C(C=C(C=C1)F)C1C=2N(C(C(N1)=O)(C)C)C(=CC2NC(C2=CC(=CC(=C2)C(F)(F)F)F)=O)C(=O)OCC ethyl 1-(2-chloro-5-fluorophenyl)-8-(3-fluoro-5-(trifluoromethyl)benzamido)-4,4-dimethyl-3-oxo-1,2,3,4-tetrahydropyrrolo[1,2-a]pyrazine-6-carboxylate